4-cyano-4-[(dodecylthiocarbonylthio)sulfanyl]pentanoic acid C(#N)C(CCC(=O)O)(C)SSC(=S)CCCCCCCCCCCC